Dimethyl 3-(2-((2-((tert-butoxycarbonyl)amino)ethyl)amino)-2-oxoethoxy)phthalate C(C)(C)(C)OC(=O)NCCNC(COC1=C(C(C(=O)OC)=CC=C1)C(=O)OC)=O